1-Hexyl-4-ethylpiperidinium methansulfonat CS(=O)(=O)[O-].C(CCCCC)[NH+]1CCC(CC1)CC